N-(1-cyanopyrrolidin-3-yl)-4-phenoxybenzamide C(#N)N1CC(CC1)NC(C1=CC=C(C=C1)OC1=CC=CC=C1)=O